ClC1=C(C=CC(=C1)Cl)N1N=C(C(=C1C1=CC=C(C(=O)O)C=C1)C)C(NN1CCS(CC1)(=O)=O)=O 4-(1-(2,4-Dichlorophenyl)-3-((1,1-Dioxidothiomorpholino)Carbamoyl)-4-Methyl-1H-Pyrazol-5-Yl)Benzoic Acid